BrC=1C=C(C(=C(C1)O[Si](C)(C)C)[C@@H]1C=C(CC[C@H]1C(=C)C)C)O[Si](C)(C)C (5-bromo-2-((1R,6R)-3-methyl-6-(prop-1-en-2-yl)cyclohex-2-enyl)-1,3-phenylene)bis(oxy)bis(trimethylsilane)